1-butyl-[1]benzopyrano[3,4-d]imidazol-4(1H)-one C(CCC)N1C=NC2=C1C1=C(OC2=O)C=CC=C1